(2s,5r)-5-(2,3-dichloro-6-methoxyphenyl)pyrrolidine-1,2-dicarboxylic acid 1-tert-butyl 2-ethyl ester CCOC(=O)[C@H]1N([C@H](CC1)C1=C(C(=CC=C1OC)Cl)Cl)C(=O)OC(C)(C)C